C(C)(=O)OCC1=CC=C(C=C1)N1C2=NC=NC(=C2N=C1C=1C(=NC=CC1)N)O 4-(8-(2-aminopyridin-3-yl)-6-hydroxy-9H-purin-9-yl)benzyl acetate